5-[4-[(1-isopropylpiperidin-4-yl)oxy]-3-methyl-1-(oxan-2-yl)pyrazolo[3,4-d]pyrimidin-6-yl]furan-2-carbaldehyde C(C)(C)N1CCC(CC1)OC1=C2C(=NC(=N1)C1=CC=C(O1)C=O)N(N=C2C)C2OCCCC2